(2S,3R)-3-((2-amino-6-methylpyridin-4-yl)methyl)-N2-(1-methyl-1H-pyrazol-5-yl)-N1-((R)-1-(2-fluoro-4-methylphenyl)propyl)-N2-methyl-4-oxoazetidine-1,2-dicarboxamide NC1=NC(=CC(=C1)C[C@@H]1[C@H](N(C1=O)C(=O)N[C@H](CC)C1=C(C=C(C=C1)C)F)C(=O)N(C)C1=CC=NN1C)C